ClC1=CC(=C(OCC=2C=NC=C(C(=O)N[C@H](C(=O)O)CO)C2)C=C1OCC1=C(C(=CC=C1)C1=CC2=C(OCCO2)C=C1)C)CN1C[C@H](CC1)O (S)-2-(5-((4-Chloro-5-((3-(2,3-dihydrobenzo[b][1,4]dioxin-6-yl)-2-methylbenzyl)oxy)-2-(((S)-3-hydroxypyrrolidin-1-yl)methyl)phenoxy)methyl)nicotinamido)3-hydroxypropanoic acid